bis(acetone) palladium (II) dichloride [Pd](Cl)Cl.CC(=O)C.CC(=O)C